methyl 2-(3-iodophenyl)-2-methylpropionate IC=1C=C(C=CC1)C(C(=O)OC)(C)C